C1(CC1)CNC1=CC=C(CN2C3=NC(=NC=C3N(C2=O)C)C2=C(C=CC=C2)C(C)C)C=C1 9-(4-((cyclopropylmethyl)amino)benzyl)-2-(2-isopropylphenyl)-7-methyl-7,9-dihydro-8H-purin-8-one